ClC1=C(C(=CC=C1)F)NC(=O)C1=CC(=C(C=C1O[C@H](C(F)(F)F)C)NC(=O)N1CC(C1)CF)F (S)-N-(4-((2-Chloro-6-fluorophenyl)carbamoyl)-2-fluoro-5-((1,1,1-trifluoropropan-2-yl)oxy)phenyl)-3-(fluoromethyl)azetidine-1-carboxamide